(R)-3-(3-(2-((6-(3-(2-ethoxyphenoxy)piperidin-1-yl)pyrazin-2-yl)amino)pyridin-4-yl)phenyl)propanoic acid C(C)OC1=C(O[C@H]2CN(CCC2)C2=CN=CC(=N2)NC2=NC=CC(=C2)C=2C=C(C=CC2)CCC(=O)O)C=CC=C1